5-bromo-10-chloro-7H-benzo[c]carbazole BrC1=CC=2NC=3C=CC(=CC3C2C2=C1C=CC=C2)Cl